6-(3-Chloro-4-fluoro-phenyl)-pyrimidine-4-carboxylic acid pyrimidin-5-ylamide N1=CN=CC(=C1)NC(=O)C1=NC=NC(=C1)C1=CC(=C(C=C1)F)Cl